N12CC(C(CC1)CC2)OC(NC(C)(C)C=2C=C(C=CC2)C2=CC=C(C=C2)OCCOC)=O Quinuclidin-3-yl(2-(4'-(2-methoxyethoxy)-[1,1'-biphenyl]-3-yl)propan-2-yl)carbamate